(S)-2-(cyclohexylamino)pentanoic acid C1(CCCCC1)N[C@H](C(=O)O)CCC